FC1=C(C=CC(=C1F)OC)C1=CN=C2N1C=CN=C2NC2=CC(=C(C(=O)NCCCN1C=NC=C1)C=C2)CC 4-[[3-(2,3-difluoro-4-methoxyphenyl)imidazo[1,2-a]pyrazin-8-yl]amino]-2-ethyl-N-(3-imidazol-1-ylpropyl)benzamide